2-(1H-pyrazole-3-yl)pyridine N1N=C(C=C1)C1=NC=CC=C1